(R)-2-fluoro-4-((4-(3-methoxypropyl)pyrimidin-2-yl)amino)-N-(8-methylisoquinolin-1-yl)-N-(piperidin-3-yl)benzamide FC1=C(C(=O)N([C@H]2CNCCC2)C2=NC=CC3=CC=CC(=C23)C)C=CC(=C1)NC1=NC=CC(=N1)CCCOC